2-(6-(((1R,4R,5R,6R)-6-fluoro-1,2,4-trimethyl-2-azabicyclo[2.2.1]heptan-5-yl)oxy)pyridazin-3-yl)-5-(1H-imidazol-1-yl)phenol F[C@H]1[C@@H]([C@]2(CN([C@@]1(C2)C)C)C)OC2=CC=C(N=N2)C2=C(C=C(C=C2)N2C=NC=C2)O